2-amino-7,8-dihydroquinazolin-5(6H)-one NC1=NC=2CCCC(C2C=N1)=O